O=C(C(=O)[O-])CCC 2-Oxovalerate